NC1=C2C(=NC=N1)NN=C2C 4-amino-3-methyl-1H-pyrazolo[3,4-d]pyrimidin